tert-Butyl 3-(7-(thiazol-2-yl)-4-((trifluoromethyl)sulfonyl)benzo[d]oxazol-2-yl)-3,6-diazabicyclo[3.1.1]heptane-6-carboxylate S1C(=NC=C1)C1=CC=C(C=2N=C(OC21)N2CC1N(C(C2)C1)C(=O)OC(C)(C)C)S(=O)(=O)C(F)(F)F